NC1=C2N=CN(C2=NC(=N1)F)[C@H]1C[C@@H]([C@@](O1)(C#C)CO[P@](=O)(OC1=CC=CC=C1)N[C@@H](CC1=CC=CC=C1)C(=O)OCC(CC)CC)OC(=O)OCCCCCCCCC 2-ethylbutyl ((S)-(((2R,3S,5R)-5-(6-amino-2-fluoro-9H-purin-9-yl)-2-ethynyl-3-(((nonyloxy)carbonyl)oxy)tetrahydrofuran-2-yl)methoxy)(phenoxy)phosphoryl)-L-phenylalaninate